2-[2-(2,2-dimethylmorpholin-4-yl)-[1,2,4]triazolo[1,5-a]pyrimidin-5-yl]-3,5-dimethyl-phenol CC1(CN(CCO1)C1=NN2C(N=C(C=C2)C2=C(C=C(C=C2C)C)O)=N1)C